OC(C)(C)C1=CC(=NC=C1)C=1C=NC(=CC1NC1=CC(=CC=C1)S(=O)(=O)C)NC(C)=O N-(4-(2-hydroxypropan-2-yl)-4'-((3-(methylsulfonyl)phenyl)amino)-[2,3'-bipyridin]-6'-yl)acetamide